C(CCCCCCCCC)(=O)N[C@@H](CC=1N=NN(N1)C1=CC=C(C(=O)OC)C=C1)C(=O)NCCCCCC methyl (S)-4-(5-(2-decanamido-3-(hexylamino)-3-oxopropyl)-2H-tetrazol-2-yl)benzoate